N-(2-(1-(4-((2,6-dioxopiperidin-3-yl)amino)benzyl)piperidin-4-yl)-6-(2-hydroxypropan-2-yl)-2H-indazol-5-yl)-6-(trifluoromethyl)nicotinamide O=C1NC(CCC1NC1=CC=C(CN2CCC(CC2)N2N=C3C=C(C(=CC3=C2)NC(C2=CN=C(C=C2)C(F)(F)F)=O)C(C)(C)O)C=C1)=O